C1(CCCCC1)C[C@@H](C(NC(C=O)CC1C(NC2(C1)CCCCC2)=O)=O)NC(OC(CC2=CC(=CC=C2)Cl)C2=CC(=CC=C2)Cl)=O 1,2-bis(3-chlorophenyl)ethyl ((2S)-3-cyclohexyl-1-oxo-1-((1-oxo-3-(2-oxo-1-azaspiro[4.5]decan-3-yl)propan-2-yl)amino)propan-2-yl)carbamate